ClC1=C(C(=O)NC2=CC(=NN2C2=CC=CC=C2)C(=O)OCC)C=C(C(=C1)Cl)C1=NC=CC=C1 ethyl 5-[[2,4-dichloro-5-(2-pyridyl)benzoyl]amino]-1-phenyl-pyrazole-3-carboxylate